O1C(COC2=C1C=CC=C2)COC2=NC(N1C(C3=CC=C(C=C3CC1)OC(C(=O)N1CCOCC1)(C)C)=C2)=O 2-(2,3-Dihydro-benzo[1,4]dioxin-2-ylmethoxy)-9-(1,1-dimethyl-2-morpholin-4-yl-2-oxo-ethoxy)-6,7-dihydro-pyrimido[6,1-a]isoquinolin-4-one